ClC1=C2CCCC(C2=CC(=C1OCCCl)Cl)C=1C=C2C=NNC2=CC1 5-(5,7-dichloro-6-(2-chloroethoxy)-1,2,3,4-tetrahydronaphthalen-1-yl)-1H-indazole